8-fluoro-1,6-naphthyridine-2,4-diol FC=1C=NC=C2C(=CC(=NC12)O)O